[Si](C1=CC=CC=C1)(C1=CC=CC=C1)(C(C)(C)C)OCC1=C(C(=O)O)C=CC(=C1)C=1N=NN(C1)CC1=CC(=C(C(=C1)OCCCCCCCCCCCCCCCCCC)OCCCCCCCCCCCCCCCCCC)OCCCCCCCCCCCCCCCCCC 2-(((tert-butyldiphenylsilyl)oxy)methyl)-4-(1-(3,4,5-tris(octadecyloxy)benzyl)-1H-1,2,3-triazol-4-yl)benzoic acid